2,3,6,7-tetramethoxy-9,10-anthraquinone COC1=CC=2C(C3=CC(=C(C=C3C(C2C=C1OC)=O)OC)OC)=O